2-chloro-N4-[[3-fluoro-4-[1-methyl-4-(trifluoromethyl)imidazol-2-yl]phenyl]methyl]pyrimidine-4,5-diamine ClC1=NC=C(C(=N1)NCC1=CC(=C(C=C1)C=1N(C=C(N1)C(F)(F)F)C)F)N